C(CCCCCCCCCCC)C(C(=O)O)CCCCCCCCCC.ClC=1N=C(C2=C(N1)C(NN2)(CCCCCCCCCCCC(=O)O)C(C)C)Cl.OC2=C(C=C(C=C2)C2(C1=CC=CC=C1C=1C=CC=CC21)C2=CC(=C(C=C2)O)F)F 9,9-bis(4-hydroxy-3-fluorophenyl)fluorene 5,7-dichloro-3-isopropyl-1H-pyrazolo[4,3-d]Pyrimidinelaurate (LAURYL-LAURATE)